2-bromo-6-tert-butyl-5-chloro-pyridine-3-carbonitrile BrC1=NC(=C(C=C1C#N)Cl)C(C)(C)C